3-[[4-(2,6-Dimethylphenyl)-6-[(2R)-2-[(5-ethoxy-5-oxo-pentyl)amino]-4,4-dimethyl-pentoxy]pyrimidin-2-yl]sulfamoyl]benzoic acid CC1=C(C(=CC=C1)C)C1=NC(=NC(=C1)OC[C@@H](CC(C)(C)C)NCCCCC(=O)OCC)NS(=O)(=O)C=1C=C(C(=O)O)C=CC1